[Si](C)(C)(C(C)(C)C)O[C@@H]([C@H]([C@@H](C=C)O)OCCCO[Si](C1=CC=CC=C1)(C1=CC=CC=C1)C(C)(C)C)CC#CCOC1OCCCC1 (3R,4S,5R)-5-(tert-butyldimethylsilyloxy)-4-(3-(tert-butyldiphenylsiloxy)propoxy)-9-(tetrahydro-2H-pyran-2-yloxy)non-1-en-7-yn-3-ol